(E)-2,2,5,5-tetramethyl-4-(2-(1-trityl-1H-imidazol-4-yl)benzylidene)dihydrofuran CC1(OC(/C(/C1)=C/C1=C(C=CC=C1)C=1N=CN(C1)C(C1=CC=CC=C1)(C1=CC=CC=C1)C1=CC=CC=C1)(C)C)C